C(C=C)OC(=O)N[C@@H](CCSC)C(=O)O N-(allyloxycarbonyl)methionine